C(C)(C)(C)N1C=C(C=2CCCCC12)N N-tert-butyl-3-amino-4,5,6,7-tetrahydroindole